C(C)OC(=O)C=1NC2=CC=C(C=C2C1)F 5-Fluoro-1H-indole-2-carboxylic acid ethyl ester